C(C=C)C=C(C(=O)O)S allyl-sulfanyl-acrylic acid